O=C1NC(=NO1)C1=CC(=CS1)C=1C=C(C=CC1)NC(OC(C)(C)C)=O tert-butyl (3-(5-(5-oxo-4,5-dihydro-1,2,4-oxadiazol-3-yl)thiophen-3-yl)phenyl)carbamate